C(CCCCCCCC)C=1C=C(C=CC1CCCCCCCCC)S(=O)(=O)O 3,4-Dinonylbenzenesulfonic acid